N1C=CC2=CC=C(C=C12)NC(=O)NC1=CC2=C(SCCN2CCN2CCCC2)C=C1 1-(1H-indol-6-yl)-3-(4-(2-(pyrrolidin-1-yl)ethyl)-3,4-dihydro-2H-benzo[b][1,4]thiazin-6-yl)urea